C(C)(C)(C)C=1C=CC2=C(C3=CC=CC=C3C(=C2C1)OC(=O)C1C(CC=CC1)C(=O)O)OC(=O)C1C(CC=CC1)C(=O)O 3-(tert-butyl)-9,10-bis[2-carboxy(4-cyclohexenyl)]carbonyloxyanthracene